FC1=C(C=CC(=C1)[N+](=O)[O-])N1CCC2(CC(C2)NC(OC(C)(C)C)=O)CC1 tert-butyl (7-(2-fluoro-4-nitrophenyl)-7-azaspiro[3.5]nonan-2-yl)carbamate